2-amino-N-((3-fluoro-2-pyridinyl)methyl)-3-methyl-N-(2-methyl-4-(trifluoromethyl)benzyl)-6-quinolinecarboxamide NC1=NC2=CC=C(C=C2C=C1C)C(=O)N(CC1=C(C=C(C=C1)C(F)(F)F)C)CC1=NC=CC=C1F